NC1=C(C=CC=C1)NC1=C(C=CC=C1C1=C(C(=C(C(=C1[2H])[2H])[2H])[2H])[2H])C1=C(C(=C(C(=C1[2H])[2H])[2H])[2H])[2H] N-(aniline-2-yl)-N-[2,6-bis(phenyl-d5)phenyl]amine